ClC=1C(=C(C(=CC1N1CC2(CC(C2)CO)CC1)F)S(=O)(=O)N(C1=NC(=CC=C1)F)CC1=C(C=C(C=C1)OC)OC)F 3-chloro-N-(2,4-dimethoxybenzyl)-2,6-difluoro-N-(6-fluoropyridin-2-yl)-4-(2-(hydroxymethyl)-6-azaspiro[3.4]octan-6-yl)benzenesulfonamide